N1-hydrazino(imino)-methyl-1,6-hexanediamine N(N)NC(C(CCCCN)=N)C